C(CCCCCCC\C=C/C\C=C/CCCCC)OCC(CN(C)C)OCCCCCCCC\C=C/C\C=C/CCCCC 1,2-dilinoleyloxy-N,N-dimethyl-3-aminopropane